[C@@H]1([C@H](O)[C@H](O)[C@H](O1)CO)N1C2=NC=NC(=C2N=C1)N(C(=O)N[C@@H]([C@H](O)C)C(=O)O)C N-((9-β-D-ribofuranosylpurin-6-yl)N-methylcarbamoyl)threonine